O[C@@H](C(=O)O)CC(=O)O 2(R)-hydroxybutanedioic acid